(2R)-2-Cyclopropyl-2,3,4,5-tetrahydropyrido[2,3-f][1,4]oxazepin-7-ol C1(CC1)[C@H]1OC2=C(CNC1)N=C(C=C2)O